4-[4-[4-[3-(2-oxoethyl)pyrrolidin-1-yl]phenyl]-1-piperidinyl]-2-(trifluoromethyl)-benzonitrile O=CCC1CN(CC1)C1=CC=C(C=C1)C1CCN(CC1)C1=CC(=C(C#N)C=C1)C(F)(F)F